N[C@@H](CCC(=O)[O-])C(=O)[O-].N[C@@H](CCC(=O)[O-])C(=O)[O-].[Ca+2].[Ca+2] Calcium Diglutamate